CN1COC=NC1=NO 3-methyl-1,3,5-oxadiazin-4-one oxime